3-chloro-2-(3-fluoronaphthalen-2-yl)pyridine ClC=1C(=NC=CC1)C1=CC2=CC=CC=C2C=C1F